3-{2-[4-({7-[2-(2,6-dioxopiperidin-3-yl)-1-oxo-2,3-dihydro-1H-isoindol-5-yl]-2,7-diazaspiro[3.5]nonan-2-yl}methyl)piperidin-1-yl]pyrimidin-5-yl}-4-oxo-3,4-dihydroquinazolin O=C1NC(CCC1N1C(C2=CC=C(C=C2C1)N1CCC2(CN(C2)CC2CCN(CC2)C2=NC=C(C=N2)N2C=NC3=CC=CC=C3C2=O)CC1)=O)=O